FC=1C(=CC(=NC1)OC)C1=CC(=C(C(=O)OC)C=C1)C methyl 4-(5-fluoro-2-methoxypyridin-4-yl)-2-methylbenzoate